C(C)(C)(C)OC(=O)NS(=O)(=O)N(C1CC2(CN(C2)C(=O)OC(C)(C)C)C1)CCC tert-butyl 6-((N-(tert-butoxycarbonyl) sulfamoyl) (propyl) amino)-2-azaspiro[3.3]heptane-2-carboxylate